(2S,4S,5S)-4-ethyl-5-fluoro-N-((S,E)-4-(methylsulfonyl)but-3-en-2-yl)-2-phenylpiperidine-1-carboxamide C(C)[C@H]1C[C@H](N(C[C@H]1F)C(=O)N[C@@H](C)\C=C\S(=O)(=O)C)C1=CC=CC=C1